CC([C@@H](C(=O)O)NS(=O)(=O)C=1C=CC2=C(OC3=C2C=CC(=C3)NC(=O)N)C1)C (S)-3-methyl-2-(7-ureidodibenzo[b,d]furan-3-sulfonamido)butanoic acid